N-(4-chlorophenyl)-5-methyl-4-phenyl-[2,4'-bithiazole]-2'-amine ClC1=CC=C(C=C1)NC=1SC=C(N1)C=1SC(=C(N1)C1=CC=CC=C1)C